FC1C(C1)N1C(C(=CC=C1)NC(=O)C1=CC2=CN(N=C2C=C1OC(C)C)[C@@]12CO[C@@](C1)(C2)C)=O (racemic)-Cis-N-(1-(2-fluorocyclopropyl)-2-oxo-1,2-dihydropyridin-3-yl)-6-isopropoxy-2-(1-methyl-2-oxabicyclo[2.1.1]hexan-4-yl)-2H-indazole-5-carboxamide